COC=1C=CC(=C(N(C)CCOC)C1)[N+](=O)[O-] 5-methoxy-N-(2-methoxyethyl)-N-methyl-2-nitro-aniline